OC=1C=C2CC[C@H]([C@H](C2=CC1)C1=CC=C(C=C1)N1CCC(CC1)C=O)C=1C=C2CCCCC2=CC1 1-[4-[(1S,2R)-6-hydroxy-2-tetralin-6-yl-tetralin-1-yl]phenyl]piperidine-4-carbaldehyde